N-(7-(3-Chloro-6-hydroxy-4-methoxy-2-methylbenzoyl)-5,6,7,8-tetrahydro-1,7-naphthyridin-2-yl)-N-methylacrylamide ClC=1C(=C(C(=O)N2CCC=3C=CC(=NC3C2)N(C(C=C)=O)C)C(=CC1OC)O)C